FC(CCCCC1=CC(=C(C=C1OC)CC(CC)N)OC)(C)F 1-(4-(5,5-difluorohexyl)-2,5-dimethoxyphenyl)butan-2-amine